3-(3-carboxyphenyl)propylene C(=O)(O)C=1C=C(C=CC1)CC=C